4-{4-[4-(1-tert-butoxycarbonyl-1,2,3,6-tetrahydro-pyridin-4-yl)-benzoylamino]-2-methoxy-phenyl}-piperazine-1-carboxylic acid tert-butyl ester C(C)(C)(C)OC(=O)N1CCN(CC1)C1=C(C=C(C=C1)NC(C1=CC=C(C=C1)C=1CCN(CC1)C(=O)OC(C)(C)C)=O)OC